4-(6-chloro-5-(methylsulfonylamino)pyridin-2-yl)-1-methyl-1H-1,2,3-triazole-5-carboxylic acid ClC1=C(C=CC(=N1)C=1N=NN(C1C(=O)O)C)NS(=O)(=O)C